ClC=1C=C(C=CC1Cl)CC(=O)N([C@H]1[C@@H](CCCC1)N1CCCC1)C trans-(+)-3,4-dichloro-N-methyl-N-[2-(1-pyrrolidinyl)cyclohexyl]phenylacetamide